(R/S)-1-[2-dimethylamino-1-(4-methoxyphenyl)ethyl]cyclohexanol CN(C[C@@H](C1=CC=C(C=C1)OC)C1(CCCCC1)O)C |r|